C(C)(C)(C)NC(CN(C)C=1C2=C(N=C(N1)C1=CC3=C(C=N1)OCCO3)CCC2)=O N-tert-butyl-2-[(2-[2H,3H-[1,4]dioxino[2,3-c]pyridin-7-yl]-5H,6H,7H-cyclopenta[d]pyrimidin-4-yl)(methyl)amino]acetamide